C(CC=C)OC=C 3-butenylvinyl ether